OC(CC=1SC=CC1C(=O)N)(C)C 2-(2-hydroxy-2-methylpropyl)thiophene-3-carboxamide